chromium oxygen 1,2,3-trifluoro-5-nitrobenzene FC1=C(C(=CC(=C1)[N+](=O)[O-])F)F.[O].[Cr]